C(#N)C1CN(C1)C(=O)C=1C=CC(=NC1)NC=1C(=NN(N1)C1=C(C=CC=C1Cl)Cl)C(=O)N 5-((5-(3-cyanoazetidine-1-carbonyl)pyridin-2-yl)amino)-2-(2,6-dichlorophenyl)-2H-1,2,3-triazole-4-carboxamide